4,4'-[sulfonylbis(methylene)]diphenol S(=O)(=O)(CC1=CC=C(C=C1)O)CC1=CC=C(C=C1)O